1-(4-(((2r,4s)-2'-chloro-2-methyl-4',5'-dihydrospiro[piperidine-4,7'-thieno[2,3-C]pyran]-1-yl)methyl)-1H-1,2,3-triazol-1-yl)-3-methylbutan-2,3-diol ClC1=CC2=C([C@@]3(OCC2)C[C@H](N(CC3)CC=3N=NN(C3)CC(C(C)(O)C)O)C)S1